(S)-2-(hydroxy(phenyl)amino)-N-benzyl-N-methylpropanamide ON([C@H](C(=O)N(C)CC1=CC=CC=C1)C)C1=CC=CC=C1